NC1C2=C(N(S(C1)(=O)=O)C)C=CC=C2 4-amino-1-methyl-3,4-dihydro-1H-benzo[c][1,2]thiazine 2,2-dioxide